5-(4-(1H-benzo[d]imidazol-2-yl)piperazin-1-yl)-3-(4-methoxyphenyl)-1,2,4-oxadiazole N1C(=NC2=C1C=CC=C2)N2CCN(CC2)C2=NC(=NO2)C2=CC=C(C=C2)OC